2-Fluoro-4-(4-(5-(3-methyl-2-oxo-3,8-diazabicyclo[3.2.1]octan-8-yl)-1H-pyrazolo[4,3-d]pyrimidin-3-yl)-1H-pyrazol-1-yl)benzonitrile FC1=C(C#N)C=CC(=C1)N1N=CC(=C1)C1=NNC2=C1N=C(N=C2)N2C1C(N(CC2CC1)C)=O